O1S(CNC=C1)(=O)=O 3,4-dihydro-1,2,4-oxathiazine-2,2-dioxide